molybdenum-rhenium-copper [Cu].[Re].[Mo]